[(1R)-1-({[2-(dimethylamino)ethyl] (methyl)amino}methyl)-2,2-difluorocyclopropyl]methyl acetate C(C)(=O)OC[C@]1(C(C1)(F)F)CN(C)CCN(C)C